NCCCCCCNC(=O)N 6-aminohexylurea